CC1=NC(=CC=C1O[C@@H]1C[C@H](CCC1)C(=O)OC(C)C)C=1C=NN(C1COC1OCCCC1)C (1S,3S)-Isopropyl 3-((2-methyl-6-(1-methyl-5-(((tetrahydro-2H-pyran-2-yl)oxy)methyl)-1H-pyrazol-4-yl)pyridin-3-yl)oxy)cyclohexanecarboxylate